FC1=C(CC2=NN3C(=NC=4C(=CC=CC4C3=C2)OC)N)C=CC=C1F 2-(2,3-difluorobenzyl)-7-methoxypyrazolo[1,5-c]quinazolin-5-amine